C(#N)C=1C(=NC(=CC1C(F)(F)F)C)N1[C@@H]([C@@H]([C@@H](C1)O)O)C(=O)N(C=1C=C(C=CC1)C)C (2S,3S,4R)-1-(3-cyano-6-methyl-4-(trifluoromethyl)pyridin-2-yl)-3,4-dihydroxy-N-methyl-N-(m-tolyl)pyrrolidine-2-carboxamide